C(C1=CC=CC=C1)O[C@H]1CN2C(NC(C3=CC(=C(C(=C23)SC1)C1=C(C=C(C=C1)F)F)C(F)(F)F)=O)=O (3S)-3-(benzyloxy)-11-(2,4-difluorophenyl)-10-(trifluoromethyl)-3,4-dihydro-2H,6H-[1,4]thiazepino[2,3,4-ij]quinazoline-6,8(7H)-dione